3-[4-[(Z)-3-Oxo-3-phenylprop-1-enyl]phenyl]prop-2-enoic acid O=C(\C=C/C1=CC=C(C=C1)C=CC(=O)O)C1=CC=CC=C1